C1(CC1)C1=CC=C2[C@@H](COC3(C2=C1)CC3)N(S(=O)(=O)C3=C(C=CC=C3)[N+](=O)[O-])C (S)-N-(7'-cyclopropylspiro[cyclopropane-1,1'-isochroman]-4'-yl)-N-methyl-2-nitrobenzenesulfonamide